N1C=NC2=C1C=C(C=C2)C2=NOC(=N2)C2=CC1=C(N(N=N1)C(C)C)C=C2 5-[3-(1H-1,3-benzodiazol-6-yl)-1,2,4-oxadiazol-5-yl]-1-(propan-2-yl)-1H-1,2,3-benzotriazole